NC1=NC(=C2NC=NC2=N1)N aminoadenine